CC1=CC(=NO1)CN1C(NC2=NC=C(C=C21)C2=CC=CC=C2)=O 1-[(5-methylisoxazol-3-yl)methyl]-6-phenyl-3H-imidazo[4,5-b]pyridin-2-one